OC1=C(C=CC(=C1)N1C(N(C2=NC=CC=C21)[C@@H]2CN(CC2)C(=O)OC(C)(C)C)=O)C2=CC=C(C=C2)C(=O)OC tert-Butyl (S)-3-(1-(2-hydroxy-4'-(methoxycarbonyl)-[1,1'-biphenyl]-4-yl)-2-oxo-1,2-dihydro-3H-imidazo[4,5-b]pyridin-3-yl)pyrrolidine-1-carboxylate